ClC1=NC2=CC(=CC(=C2C=C1C1=CC=C(C=C1)F)C(C)N1C(OC(C2=C1C=CC=C2)=O)=O)C 1-(1-(2-chloro-3-(4-fluorophenyl)-7-methylquinolin-5-yl)ethyl)-2H-benzo[d][1,3]oxazine-2,4(1H)-dione